(R)-2-((1-(2-cyano-3-(3-cyanophenoxy)-7-methylquinoxalin-5-yl)ethyl)-amino)benzoic acid C(#N)C1=NC2=CC(=CC(=C2N=C1OC1=CC(=CC=C1)C#N)[C@@H](C)NC1=C(C(=O)O)C=CC=C1)C